tert-butyl 3-(1-((6-fluoro-2-methyl-2H-indazol-5-yl)carbamoyl)-2,3-dihydro-1H-pyrrolo[2,3-b]pyridin-4-yl)-3,8-diazabicyclo[3.2.1]octane-8-carboxylate FC=1C(=CC2=CN(N=C2C1)C)NC(=O)N1CCC=2C1=NC=CC2N2CC1CCC(C2)N1C(=O)OC(C)(C)C